N-ethyl-2-(6-(((3aR,5s,6aS)-2-((tetrahydro-2H-pyran-4-yl)methyl-d2)octahydrocyclopenta[c]pyrrol-5-yl)amino)pyridazin-3-yl)benzamide C(C)NC(C1=C(C=CC=C1)C=1N=NC(=CC1)NC1C[C@@H]2[C@@H](CN(C2)C([2H])([2H])C2CCOCC2)C1)=O